p-(S-N,N-dimethylcarbamoylthio)cinnamaldehyde CN(C(=O)SC1=CC=C(C=CC=O)C=C1)C